7-(2-fluorophenyl)-N4-methyl-N2-[3-(4-methylimidazol-1-yl)-1-bicyclo[1.1.1]pentyl]-5,6-dihydropyrrolo[2,3-d]pyrimidine-2,4-diamine FC1=C(C=CC=C1)N1CCC2=C1N=C(N=C2NC)NC21CC(C2)(C1)N1C=NC(=C1)C